FC1([C@H](CN(CC1)[C@H](C(=O)NC1=NC=C(C=C1)OCC=1OC=CN1)C)C1=CNC(C=C1)=O)F (S)-2-((S)-4,4-difluoro-3-(6-oxo-1,6-dihydropyridin-3-yl)piperidin-1-yl)-N-(5-(oxazol-2-ylmethoxy)pyridin-2-yl)propionamide